2-[(2R,4R,5R)-1-(2,4-dichlorophenyl)-5-hydroxy-2,6,6-trimethylheptane-4-yl]-2,4-dihydro-3H-1,2,4-triazole-3-thione ClC1=C(C=CC(=C1)Cl)C[C@H](C[C@H]([C@@H](C(C)(C)C)O)N1N=CNC1=S)C